C1(CCC1)[C@H]1[C@H](C2=CC=C(C=C2CC1)O)C1=CC(=C(C=C1)N1CCC(CC1)CN1CCN(CC1)C=1C=C2CN(C(C2=CC1)=O)[C@@H]1C(NC(CC1)=O)=O)F (S)-3-(5-(4-((1-(4-((1S,2S)-2-Cyclobutyl-6-hydroxy-1,2,3,4-tetrahydronaphthalen-1-yl)-2-fluorophenyl)piperidin-4-yl)methyl)piperazin-1-yl)-1-oxoisoindolin-2-yl)piperidine-2,6-dione